C(C1=CC=CC=C1)OC=1C(=NC=C(C1C)C1=CC(=CC=C1)Cl)C#N 3-(benzyloxy)-5-(3-chlorophenyl)-4-methylpicolinonitrile